C1(CC1)CN1C(=NN(C1=O)C1=CC(=C(C(=O)NC2=C(C=CC=C2F)F)C=C1F)O[C@H](C(F)(F)F)C)C 4-[4-(cyclopropylmethyl)-3-methyl-5-oxo-4,5-dihydro-1H-1,2,4-triazol-1-yl]-N-(2,6-difluorophenyl)-5-fluoro-2-{[(2S)-1,1,1-trifluoropropan-2-yl]oxy}benzamide